COC=1C=C(C=CC1)NNC1=CC(NCC1)=O 4-(2-(3-methoxyphenyl)hydrazino)-5,6-dihydropyridin-2(1H)-one